2,8-dimethyl-4H-pyrimido[1,2-b]pyridazin-4-one CC=1N=C2N(N=CC(=C2)C)C(C1)=O